tert-butyl 5-(3-chloro-5-(2-oxo-1,2-dihydropyridin-4-yl)phenyl)-2,3-dihydro-4H-1,4-oxazine-4-carboxylate ClC=1C=C(C=C(C1)C1=CC(NC=C1)=O)C=1N(CCOC1)C(=O)OC(C)(C)C